CN1N=C2C(=CC(=CC2=C1)C=1N=CC2=C(N1)SC(=N2)C2CCNCC2)C#N 2-methyl-5-[2-(piperidin-4-yl)[1,3]thiazolo[5,4-d]pyrimidin-5-yl]-2H-indazole-7-carbonitrile